(R,S)-4-(((6,8-Dimethyl-4-oxochroman-7-yl)oxy)(4-fluorophenyl)methyl)benzonitrile CC=1C=C2C(CCOC2=C(C1O[C@H](C1=CC=C(C#N)C=C1)C1=CC=C(C=C1)F)C)=O